(1-(3-hydroxyisoquinolin-5-yl)cyclopropyl)-2-methyl-5-((1-methylazetidin-2-yl)methoxy)benzamide OC=1N=CC2=CC=CC(=C2C1)C1(CC1)C=1C(=C(C(=O)N)C=C(C1)OCC1N(CC1)C)C